C1=C(C=CC2=CC=CC=C12)C(CC1(CC1)C1=CC=CC=C1)=O 1-(2-naphthyl)-2-(1-phenylcyclopropyl)ethan-1-one